6-(2,5-dimethyltriazol-4-yl)-N-[2-methyl-5-[[2-[(2S)-2-methylpyrrolidin-1-yl]acetyl]amino]-3-pyridyl]triazolo[1,5-a]pyridine-3-carboxamide CN1N=C(C(=N1)C=1C=CC=2N(C1)N=NC2C(=O)NC=2C(=NC=C(C2)NC(CN2[C@H](CCC2)C)=O)C)C